tert-Butyl (2-(5-(4-ethylpiperazine-1-carbonyl)-1H-indole-2-carboxamido)ethyl)carbamate C(C)N1CCN(CC1)C(=O)C=1C=C2C=C(NC2=CC1)C(=O)NCCNC(OC(C)(C)C)=O